FC1(CC(C1)OC1=CC(=NC(=C1)C)CC(=O)NC1=CC=C(N=N1)C1CN(CC1)C1=NN=C(S1)C(=O)NCC1=NC=CC(=C1)C(F)(F)F)F 5-(3-(6-(2-(4-(3,3-difluorocyclobutoxy)-6-methylpyridin-2-yl)acetamido)pyridazin-3-yl)pyrrolidin-1-yl)-N-((4-(trifluoromethyl)pyridin-2-yl)methyl)-1,3,4-thiadiazole-2-carboxamide